C(C1=CC=CC=C1)OC(=O)N[C@H](C(=O)O)CCN(CCCCC1=NC=2NCCCC2C=C1)CC(F)F (S)-2-(((benzyloxy)carbonyl)amino)-4-((2,2-difluoroethyl)(4-(5,6,7,8-tetrahydro-1,8-naphthyridin-2-yl)butyl)amino)butanoic acid